C([C@H]([C@H]([C@@H]([C@@H](C(=O)[O-])O)O)O)O)O The molecule is the D-enantiomer of mannonate. It has a role as an Escherichia coli metabolite. It is a conjugate base of a D-mannonic acid.